7-(6-(bis(4-methoxybenzyl)amino)-4-methyl-3-(trifluoromethyl)pyridin-2-yl)-5-(2-(((4-bromothiazol-5-yl)methyl)amino)ethoxy)-6-chloroquinazolin-4(3H)-one COC1=CC=C(CN(C2=CC(=C(C(=N2)C2=C(C(=C3C(NC=NC3=C2)=O)OCCNCC2=C(N=CS2)Br)Cl)C(F)(F)F)C)CC2=CC=C(C=C2)OC)C=C1